FC1=C(C=C(C=C1)C1(CC1)NC(O[C@H](C1NCC1)C)=O)C(F)(F)F Methyl-(S)-(azetidin-2-ylmethyl) (1-(4-fluoro-3-(trifluoromethyl)phenyl)-cyclopropyl)-Carbamat